(1R)-1-(4-(2-methyl-2H-pyrazolo[3,4-b]pyridin-5-yl)-6-(1-methyl-1H-pyrazol-5-yl)thieno[2,3-b]pyridin-2-yl)ethanol CN1N=C2N=CC(=CC2=C1)C1=C2C(=NC(=C1)C1=CC=NN1C)SC(=C2)[C@@H](C)O